O=C([C@H](C[C@H]1C(NCC1)=O)NC(=O)[C@H]1N(CC2(CC2)C1)C(=O)C1=CC=2C(=NC=CC2)N1)COC(F)(F)F (S)-N-((S)-3-oxo-1-((S)-2-oxopyrrolidin-3-yl)-4-(trifluoromethoxy)butan-2-yl)-5-(1H-pyrrolo[2,3-b]pyridine-2-carbonyl)-5-azaspiro[2.4]heptane-6-carboxamide